2,6-dichloro-3-(2-(3-chloro-4-fluorophenyl)acetamido)benzoic acid ClC1=C(C(=O)O)C(=CC=C1NC(CC1=CC(=C(C=C1)F)Cl)=O)Cl